6-chloro-2-((2-(1-methylpyrrolidin-2-yl)ethyl)thio)-1,4-dihydroquinazoline ClC=1C=C2CN=C(NC2=CC1)SCCC1N(CCC1)C